8-hydroxyquinoline lithium salt [Li].OC=1C=CC=C2C=CC=NC12